2-[(4-{6-[(4-chloro-2-fluorobenzyl)oxy]pyridin-2-yl}piperidin-1-yl)methyl]-1-(1,2-oxazol-4-ylmethyl)-1H-benzimidazole-6-carboxylic acid ClC1=CC(=C(COC2=CC=CC(=N2)C2CCN(CC2)CC2=NC3=C(N2CC=2C=NOC2)C=C(C=C3)C(=O)O)C=C1)F